6-amino-9-[(4-bromophenyl)methyl]-N-ethyl-2-(ethylsulfonylamino)-N-methyl-8-oxo-purine-7-carboxamide NC1=C2N(C(N(C2=NC(=N1)NS(=O)(=O)CC)CC1=CC=C(C=C1)Br)=O)C(=O)N(C)CC